[4-(2-methyl-2H-[1,2,3]triazol-4-yl)-benzyl]-{6-[7-(2-pyrrolidin-3-yl-ethoxy)-imidazo[1,2-a]pyridin-3-yl]-pyrimidin-4-yl}-amine CN1N=CC(=N1)C1=CC=C(CNC2=NC=NC(=C2)C2=CN=C3N2C=CC(=C3)OCCC3CNCC3)C=C1